2-(hydroxymethyl) ethylene oxide OCC1CO1